CC(CCOC=1C=C(C=CC1)C=1C=CC(=NC1C1=C(C=CC=C1C)C)NS(=O)(=O)C1=CC=CC=C1)(C)C N-(5-(3-(3,3-dimethylbutoxy)phenyl)-6-(2,6-dimethylphenyl)pyridin-2-yl)benzenesulfonamide